O[C@@]12CNCC[C@@]1(C(NC2)=O)C (3aR,7aS)-3a-hydroxy-7a-methyl-octahydro-1H-pyrrolo[3,4-c]pyridin-1-one